1-cyclopropyl-2-(4-(2-(methylsulfonyl)-5-(trifluoromethyl)pyrimidin-4-yl)-1H-pyrazol-1-yl)ethan-1-ol C1(CC1)C(CN1N=CC(=C1)C1=NC(=NC=C1C(F)(F)F)S(=O)(=O)C)O